ethyl (Z)-3-((3-ethyl-7-(methylthio)-1,1-dioxido-5-phenyl-3-propyl-2,3,4,5-tetrahydro-1,5-benzothiazepin-8-yl)oxy)-2-fluoroacrylate C(C)C1(CS(C2=C(N(C1)C1=CC=CC=C1)C=C(C(=C2)O\C=C(\C(=O)OCC)/F)SC)(=O)=O)CCC